5-Amino-N-(2-oxo-2,3-dihydro-1H-benzo[d]imidazol-5-yl)indoline-1-carboxamide hydrochloride Cl.NC=1C=C2CCN(C2=CC1)C(=O)NC1=CC2=C(NC(N2)=O)C=C1